1-(6-(2-ethylphenyl)pyridazin-3-yl)piperidin-3-ylamine C(C)C1=C(C=CC=C1)C1=CC=C(N=N1)N1CC(CCC1)N